(S)-3-((5-bromo-2-nitropyridin-3-yl)amino)-2-((tert-butoxycarbonyl)amino)propionic acid BrC=1C=C(C(=NC1)[N+](=O)[O-])NC[C@@H](C(=O)O)NC(=O)OC(C)(C)C